The molecule is a beta-D-glucosiduronic acid that is the glucuronide conjugate of salicyclic acid. It has a role as a metabolite. It is a beta-D-glucosiduronic acid and a member of benzoic acids. It derives from a salicylic acid. C1=CC=C(C(=C1)C(=O)O)O[C@H]2[C@@H]([C@H]([C@@H]([C@H](O2)C(=O)O)O)O)O